ClC1=CCN(S1)C 5-chloro-2-methylisothiazole